C1(=CC=CC=C1)CCOC(C(C)(C)C)=O 2,2-dimethylpropionic acid-2-phenylethyl ester